ethyl 1-methyl-3,6-dioxopiperidine-2-carboxylate CN1C(C(CCC1=O)=O)C(=O)OCC